[Si](C)(C)(C(C)(C)C)N1N(C(=CC1)C(C)(C)O)C1=CC=CC=C1 N'-(tert-butyldimethylsilyl)-5-(2-hydroxy-prop-2-yl)-1-phenyl-1H-pyrazole